methyl 4-fluoropiperidine-4-carboxylate hydrochloride Cl.FC1(CCNCC1)C(=O)OC